(R)-4-((1-(5-amino-3-(difluoromethyl)-2-fluorophenyl)ethyl)amino)-6-(isopropylamino)-2-methylquinazoline NC=1C=C(C(=C(C1)[C@@H](C)NC1=NC(=NC2=CC=C(C=C12)NC(C)C)C)F)C(F)F